CC12CC3(CC(C4=C(C(C1)C3)C=CC=C4)C2)NC(=O)NC2=C(C(=C(C=C2)F)F)F 1-(9-methyl-6,7,8,9,10,11-hexahydro-5H-5,9:7,11-dimethanobenzo[9]annulen-7-yl)-3-(2,3,4-trifluorophenyl)urea